O1C(=NN=C1)C1=CC(=NC=C1)C=1C=C(C=CC1)O 3-(4-(1,3,4-oxadiazol-2-yl)pyridin-2-yl)phenol